tert-butyl 7-(6-chloropyridazin-3-yl)-4,7-diazaspiro[2.5]octane-4-carboxylate ClC1=CC=C(N=N1)N1CCN(C2(CC2)C1)C(=O)OC(C)(C)C